C(C)(=O)OCC=1C=C(C=C2C(=NN(C12)CC(=O)N1[C@@H]2C[C@@]2(C[C@H]1C(NC1=NC(=CC=C1C)Br)=O)C)C(C)=O)C=1C=NC(=NC1)C (3-acetyl-1-(2-((1R,3S,5R)-3-((6-bromo-3-methylpyridin-2-yl)carbamoyl)-5-methyl-2-azabicyclo[3.1.0]hexan-2-yl)-2-oxoethyl)-5-(2-methylpyrimidin-5-yl)-1H-indazol-7-yl)methyl acetate